COC=1C=CC(=C(C1)C1CC=2C=NNC(C2CC1)=O)C 6-(5-methoxy-2-methylphenyl)-5,6,7,8-tetrahydrophthalazin-1(2H)-one